FC1(CC2(CC(C2)N2C(N(C(C2)C#N)C2=CN=CC3=CC=CC=C23)=O)C1)F 1-(6,6-difluorospiro[3.3]hept-2-yl)-3-(isoquinolin-4-yl)-2-oxoimidazoline-4-carbonitrile